BrC=1C=C(C=CC1)C1=C2N(C(=NC1)NC)C=CC(=C2)C(F)(F)F 4-(3-bromophenyl)-1-(methylamino)-6-(trifluoromethyl)-3H-pyrido[1,2-c]pyrimidine